8-bromo-2-fluoro-3-methoxy-1,5-naphthyridine BrC=1C=CN=C2C=C(C(=NC12)F)OC